[(1R,2S,4R)-4-{[5-({4-[(1R)-1-(6-bromopyridin-2-yl)-1-hydroxyethyl]-2-thienyl}carbonyl)pyrimidin-4-yl]amino}-2-hydroxycyclopentyl]methylsulfamate BrC1=CC=CC(=N1)[C@](C)(O)C=1C=C(SC1)C(=O)C=1C(=NC=NC1)N[C@H]1C[C@@H]([C@H](C1)CNS([O-])(=O)=O)O